CS(=O)(=O)C1=CC=C(C=C1)[C@@H](C)OC1=CC=C(C=C1)C=1N=CNC1 (R)-4-(4-(1-(4-(methylsulfonyl)phenyl)ethoxy)phenyl)-1H-imidazole